COC(=O)[C@@H]1N[C@@H]([C@]2([C@@H]1C(N(C2=O)C2=CC=CC=C2)=O)C2=CC=CC=C2)C2=CC=C(C=C2)F (1R,3R,3aS,6aS)-3-(4-fluorophenyl)-4,6-dioxo-3a,5-diphenyloctahydropyrrolo[3,4-c]pyrrole-1-carboxylic acid methyl ester